5-chloro-1'-(2-{2-methoxy-1-[(cis)-3-hydroxy-3-methylcyclobutyl]-7-(trifluoromethyl)-1H-1,3-benzimidazol-5-yloxy}ethyl)spiro[indoline-3,4'-piperidin]-2-one ClC=1C=C2C(=CC1)NC(C21CCN(CC1)CCOC1=CC2=C(N(C(=N2)OC)C2CC(C2)(C)O)C(=C1)C(F)(F)F)=O